OC=1C=C(C(=C)C)C=CC1 3-hydroxy-α-methylstyrene